1-[5-[3-[(S)-[2-(difluoromethoxy)phenyl]-hydroxy-methyl]-7-fluoro-2-methylimidazo[1,2-a]pyridin-6-yl]pyrimidin-2-yl]-3-(trifluoromethyl)azetidin-3-ol FC(OC1=C(C=CC=C1)[C@@H](C1=C(N=C2N1C=C(C(=C2)F)C=2C=NC(=NC2)N2CC(C2)(O)C(F)(F)F)C)O)F